(6-(4-(2-amino-3-nitropyridin-4-yl)-1H-pyrazol-1-yl)pyridin-3-yl)methanol NC1=NC=CC(=C1[N+](=O)[O-])C=1C=NN(C1)C1=CC=C(C=N1)CO